N-(3-(5-((3-acrylamido-4-(morpholine-4-carbonyl)phenyl)amino)-1-methyl-6-oxo-1,6-dihydropyridin-3-yl)-2-methylphenyl)-4-ethylbenzamide C(C=C)(=O)NC=1C=C(C=CC1C(=O)N1CCOCC1)NC1=CC(=CN(C1=O)C)C=1C(=C(C=CC1)NC(C1=CC=C(C=C1)CC)=O)C